6-(2-amino-5-(3-(azetidin-1-ylmethyl)-2-fluoro-4-morpholinophenyl)-6-fluoropyridin-3-yl)-3,4-dihydroisoquinolin-1(2H)-one NC1=NC(=C(C=C1C=1C=C2CCNC(C2=CC1)=O)C1=C(C(=C(C=C1)N1CCOCC1)CN1CCC1)F)F